[N+](=O)([O-])C1=CC=C(CNC2=CC=C(C=C2)NC(CCCCCCCCC)=O)C=C1 N-(4-((4-Nitrobenzyl)amino)phenyl)decanamid